1-((3-((4-fluorobenzyl)oxy)prop-1-en-2-yl)oxy)-4-methylpyridin-1-ium FC1=CC=C(COCC(=C)O[N+]2=CC=C(C=C2)C)C=C1